N-cyclohexylphosphoric triamide C1(CCCCC1)NP(N)(N)=O